C(C)(C)(C)OC(C1=CC(=CC=C1)C(C(=O)OC)CCCCCl)=O.COC1=C(C=C(N)C=C1)\C=C\CC1=CC=CC=C1 (E)-4-methoxy-3-(3-phenylprop-1-en-1-yl)aniline tert-Butyl-3-(6-chloro-1-methoxy-1-oxohexan-2-yl)benzoate